2-Methyl-6-chinolin-7-yl-5-(1-{[1-(trifluoromethyl)cyclopropyl]methyl}-1H-pyrazol-4-yl)pyridin-3-carbonitril CC1=NC(=C(C=C1C#N)C=1C=NN(C1)CC1(CC1)C(F)(F)F)C1=CC=C2C=CC=NC2=C1